N-[4-(2-amino-ethyl)-phenyl]-4-(1,2,3,6-tetrahydro-pyridin-4-yl)-benzamide NCCC1=CC=C(C=C1)NC(C1=CC=C(C=C1)C=1CCNCC1)=O